N(CCO)(CCO)CCO.N1=C(N=C(N=C1S)S)S 1,3,5-triazine-2,4,6-trithiol-triethanolamine salt